CC=1C=C(N=NC1C1=C(C=C(C=C1)C(F)(F)F)CC(F)(F)F)C(O)C=1C=NC=CC1 (5-methyl-6-(2-(2,2,2-trifluoroethyl)-4-(trifluoromethyl)phenyl)pyridazin-3-yl)(pyridin-3-yl)methanol